FC(C(=O)O)(F)F.NC=1N=CC(=NC1N1N=CN=C1)C=1C=C(C=CC1C)S(=O)(=O)NC12CC(C1)(C2)CO 3-(5-Amino-6-(1H-1,2,4-triazol-1-yl)pyrazin-2-yl)-N-(3-(hydroxymethyl)bicyclo[1.1.1]pentan-1-yl)-4-methylbenzenesulfonamide trifluoroacetate salt